ClC=1C=C(C(=C(C1)C(=N)N(C)CC)C)CC1=CC(=CC=C1)C (5-chloro-2-methyl-3-(3-methylbenzyl)phenyl)-N-ethyl-N-methyl-formamidine